tris(triphenylphosphine) rhodium (I) hydride [RhH].C1(=CC=CC=C1)P(C1=CC=CC=C1)C1=CC=CC=C1.C1(=CC=CC=C1)P(C1=CC=CC=C1)C1=CC=CC=C1.C1(=CC=CC=C1)P(C1=CC=CC=C1)C1=CC=CC=C1